ethyl-pyrazine C(C)C1=NC=CN=C1